FC=1C=CC(=C(C1)[C@H](C=1NC2=CC=CC=C2C1)NC(=O)C=1C=C(C=CC1)C1=CC=C(C=C1)N1C[C@H](CC1)NC(OC(C)(C)C)=O)OC tert-butyl ((S)-1-(3'-(((R)-(5-fluoro-2-methoxyphenyl)(1H-indole-2-yl)methyl)carbamoyl)-[1,1'-biphenyl]-4-yl)pyrrolidine-3-yl)carbamate